C(#N)CC1=CC=C2C(=CNC2=C1)S(=O)(=O)NC1=NC=C(C(=N1)OC)CC(F)F 6-(cyanomethyl)-N-[5-(2,2-difluoroethyl)-4-methoxy-pyrimidin-2-yl]-1H-indole-3-sulfonamide